3-((3-Exo)-3-((4-((5-methyl-1H-pyrazol-3-yl)amino)-6-(1-methyl-1H-pyrazol-4-yl)pyrimidin-2-yl)amino)-8-azabicyclo[3.2.1]oct-8-yl)propionitrile CC1=CC(=NN1)NC1=NC(=NC(=C1)C=1C=NN(C1)C)NC1CC2CCC(C1)N2CCC#N